2,6-di-tert-butyl-4-cyclohexylmethylene-2,5-cyclohexadien-1-one C(C)(C)(C)C=1C(C(=CC(C1)=CC1CCCCC1)C(C)(C)C)=O